CCCCCCCCCCCC(=O)OC(C)CS(=O)(=O)[O-].[Na+] Sodium lauroyl 2-methyl isethionate